COC(=O)C1=CC=2N(C(CCC2S1)=O)C 4-methyl-5-oxo-4,5,6,7-tetrahydrothieno[3,2-b]pyridine-2-carboxylic acid methyl ester